N-((6-(4-fluorophenyl)-4-(2-oxo-2,3-dihydro-1H-pyrrolo[2,3-c]pyridin-5-yl)pyridin-3-yl)methyl)acrylamide FC1=CC=C(C=C1)C1=CC(=C(C=N1)CNC(C=C)=O)C=1C=C2C(=CN1)NC(C2)=O